C(C)OC(C(C(F)(F)F)(O)C(NC1=C(C(=C(C=C1)C#N)SC)F)=O)=O 2-[(4-cyano-2-fluoro-3-methylsulfanyl-phenyl)carbamoyl]-3,3,3-trifluoro-2-hydroxy-propionic acid ethyl ester